N-methyl-N-(2-chlorophenyl)benzamide CN(C(C1=CC=CC=C1)=O)C1=C(C=CC=C1)Cl